1-((3R,4S)-4-((5-(3-(2,2-difluoroethyl)-2-methyl-3H-imidazo[4,5-b]pyridin-5-yl)pyrrolo[2,1-f][1,2,4]triazin-2-yl)amino)-3-fluoropiperidin-1-yl)ethan-1-one FC(CN1C(=NC=2C1=NC(=CC2)C=2C=CN1N=C(N=CC12)N[C@@H]1[C@@H](CN(CC1)C(C)=O)F)C)F